FC1=CC=C(C=C1)C1(CCNCC1)COC1=CC=C2CNC(C2=C1)=O 6-{[4-(4-fluorophenyl)piperidin-4-yl]methoxy}-2,3-dihydro-1H-isoindol-1-one